((2S,4S)-2-(azidomethyl)-5-chloro-6-fluoro-2-phenylindolin-4-yl)-3-fluorobenzamide N(=[N+]=[N-])C[C@@]1(NC2=CC(=C(C(=C2C1)C1=C(C(=O)N)C=CC=C1F)Cl)F)C1=CC=CC=C1